C(C)OC1(CCN(CC1)C(C)=O)C1=CC=C(C=C1)C(=O)N1CCC(CC1)C1=CC=C(C=C1)C(F)(F)F 1-(4-ethoxy-4-(4-(4-(4-(trifluoromethyl)phenyl)piperidine-1-carbonyl)phenyl)piperidin-1-yl)ethan-1-one